C(C)(C)(C)C1=CC(=C(C=C1Cl)C=1NC2=CC=NC(=C2C(C1)=O)C1=NC(=CC=C1)C)C 2-(4-tert-butyl-5-chloro-2-methyl-phenyl)-5-(6-methyl-2-pyridyl)-1H-1,6-naphthyridin-4-one